NC=1C(=NN(C1)CC1=C(C=CC=C1)F)C(=O)OC methyl 4-amino-1-(2-fluorobenzyl)-1H-pyrazole-3-carboxylate